N(=[N+]=[N-])CC1=C(N=C2SC(=NN21)COC)C(F)(F)F 5-(azidomethyl)-2-(methoxymethyl)-6-(trifluoromethyl)imidazo[2,1-b][1,3,4]thiadiazole